2-amino-6-borono-2-(1-(3-phenylpropyl)piperidin-4-yl)hexanoic acid NC(C(=O)O)(CCCCB(O)O)C1CCN(CC1)CCCC1=CC=CC=C1